1-hexyl-3-methylimidazolium chloride zinc [Zn].[Cl-].C(CCCCC)N1C=[N+](C=C1)C